(S)-2-((S)-3-methyltetrahydrofuran-3-carboxamido)-9-(5,6,7,8-tetrahydro-1,8-naphthyridin-2-yl)nonanoic acid C[C@]1(COCC1)C(=O)N[C@H](C(=O)O)CCCCCCCC1=NC=2NCCCC2C=C1